3-(dimethylamino)-1-(4-methoxy-2-(methylthio)pyrimidin-5-yl)-2-methyl-propen-1-one CN(C=C(C(=O)C=1C(=NC(=NC1)SC)OC)C)C